2-[(4-bromophenyl)(methoxy)methylidene]Malononitrile BrC1=CC=C(C=C1)C(=C(C#N)C#N)OC